(E)-4-(4-bromo-3-(trifluoromethyl)phenyl)-3-butenenitrile BrC1=C(C=C(C=C1)/C=C/CC#N)C(F)(F)F